(S)-3-benzyl 1-tert-butyl 4-((3-chloro-4-fluoro-phenyl)(methyl)carbamoyl)-2-oxoimidazolidine-1,3-dicarboxylate ClC=1C=C(C=CC1F)N(C(=O)[C@H]1N(C(N(C1)C(=O)OC(C)(C)C)=O)C(=O)OCC1=CC=CC=C1)C